N1(CCCCC1)C(=O)C=1C=NN2C1C=CC=C2C=2C=NC(=NC2)C2=NOC(N2)=O 3-[5-[3-(piperidine-1-carbonyl)pyrazolo[1,5-a]pyridin-7-yl]pyrimidin-2-yl]-4H-1,2,4-oxadiazol-5-one